FC=1C=2CCCC2C(=C2CCCC12)NC(=O)NS(C1=CC(=C(O1)C)C(=O)O)(=O)=N 5-([[(8-fluoro-1,2,3,5,6,7-hexahydro-s-indacen-4-yl)carbamoyl]amino](imino)oxo-lambda6-sulfanyl)-2-methylfuran-3-carboxylic acid